(R)-1-(2,5-difluoropyridin-3-yl)ethyl (4-(5-(6-fluoronicotinamido)pyridin-2-yl)-1-methyl-1H-1,2,3-triazol-5-yl)carbamate FC1=NC=C(C(=O)NC=2C=CC(=NC2)C=2N=NN(C2NC(O[C@H](C)C=2C(=NC=C(C2)F)F)=O)C)C=C1